11-methoxy-N-(1-methyl-6-oxo-1,6-dihydropyridazin-3-yl)-7-thia-2,5,9-triazatricyclo[6.4.0.02,6]dodeca-1(12),3,5,8,10-pentaene-4-carboxamide COC1=CN=C2SC3=NC(=CN3C2=C1)C(=O)NC1=NN(C(C=C1)=O)C